5-azido-N-(2-(2,6-dioxopiperidin-3-yl)-1,3-dioxoisoindolin-4-yl)pentanamide N(=[N+]=[N-])CCCCC(=O)NC1=C2C(N(C(C2=CC=C1)=O)C1C(NC(CC1)=O)=O)=O